(1r,3s,5s)-8-(5-(5-chloro-2-methoxypyridin-4-yl)-1H-pyrazole-3-carbonyl)-N-((1s,4s)-4-hydroxy-4-(trifluoromethyl)cyclohexyl)-8-azabicyclo[3.2.1]octane-3-carboxamide ClC=1C(=CC(=NC1)OC)C1=CC(=NN1)C(=O)N1[C@H]2CC(C[C@@H]1CC2)C(=O)NC2CCC(CC2)(C(F)(F)F)O